3-((2-trifluoromethyl-2-propoxyethyl)amino)-1H-pyrrole-2-carboxylic acid ethyl ester C(C)OC(=O)C=1NC=CC1NCC(OCCC)C(F)(F)F